(S)-5-(1-(1-fluoropropan-2-yl)-1H-benzo[d][1,2,3]triazol-6-yl)-4-methoxy-N-(1-(oxetan-3-yl)piperidin-4-yl)pyrrolo[2,1-f][1,2,4]triazin-2-amine FC[C@H](C)N1N=NC2=C1C=C(C=C2)C=2C=CN1N=C(N=C(C12)OC)NC1CCN(CC1)C1COC1